N-(5-Cyano-6-(2H-1,2,3-triazol-2-yl)pyridin-3-yl)-1-(chinolin-5-yl)-5-(trifluoromethyl)-1H-pyrazol-4-carboxamid C(#N)C=1C=C(C=NC1N1N=CC=N1)NC(=O)C=1C=NN(C1C(F)(F)F)C1=C2C=CC=NC2=CC=C1